FC1(CC1)C(=O)N[C@H](C(=O)N1[C@@H](C[C@H](C1)O)C(=O)NCC1=C(C=C(C=C1)C1=C(N=CS1)C)OCC(NCCCCC=O)=O)C(C)(C)C (2S,4R)-1-((S)-2-(1-fluorocyclopropane-1-carboxamido)-3,3-dimethylbutanoyl)-4-hydroxy-N-(4-(4-methylthiazol-5-yl)-2-(2-oxo-2-((5-oxopentyl)amino)ethoxy)benzyl)pyrrolidine-2-carboxamide